OCC1CN(C1)NC(OCC1=CC=CC=C1)=O benzyl (3-(hydroxymethyl)azetidin-1-yl)carbamate